[3-[(4-chlorophenyl)carbamoyl]-5,6-dihydro-4H-cyclopenta[b]thiophen-2-yl]-4-sulfamoyl-morpholine-2-carboxamide ClC1=CC=C(C=C1)NC(=O)C=1C2=C(SC1C1N(CCOC1C(=O)N)S(N)(=O)=O)CCC2